NC=1C(=C2N(C=C(N3C2=NN=C3)C)C1C#N)C1=C(C(=CC=C1C)OC)C 9-amino-10-(3-methoxy-2,6-dimethylphenyl)-5-methylpyrrolo[1,2-a][1,2,4]triazolo[3,4-c]pyrazine-8-carbonitrile